4-(3-(4-Chlorophenyl)-5-(quinoxalin-6-yl)-4,5-dihydro-1H-pyrazol-1-yl)butanoic acid ClC1=CC=C(C=C1)C1=NN(C(C1)C=1C=C2N=CC=NC2=CC1)CCCC(=O)O